CN(CCN1C(C(=C(C1C1=CC(=C(C(=C1)OC)OC)OC)C(=O)C=1OC(=CC1)C)O)=O)C 1-[2-(dimethyl-amino)ethyl]-3-hydroxy-4-(5-methyl-2-furoyl)-5-(3,4,5-trimethoxyphenyl)-1,5-dihydro-2H-pyrrol-2-one